(R)-1-((3R,4R)-4-(2-chlorophenyl)-1-(3,3,3-trifluoropropyl)pyrrolidine-3-carbonyl)-4-fluoro-N-((R,Z)-4-(methylsulfonyl)but-3-en-2-yl)azepane-4-carboxamide ClC1=C(C=CC=C1)[C@H]1[C@H](CN(C1)CCC(F)(F)F)C(=O)N1CC[C@](CCC1)(C(=O)N[C@H](C)\C=C/S(=O)(=O)C)F